COC1=C(C=C(CCOCC2=CC=CC(=N2)NC(OC(C)(C)C)=O)C=C1[N+](=O)[O-])C1=NC=C(C=N1)C tert-butyl (6-((4-methoxy-3-(5-methylpyrimidin-2-yl)-5-nitrophenethoxy)methyl)pyridin-2-yl)carbamate